FC1=C(C=CC(=C1)F)NC(=O)N 2,4-difluorophenyl-urea